3,5-Di-tert-butyl-4-hydroxy-hydrocinnamate C(C)(C)(C)C=1C=C(CCC(=O)[O-])C=C(C1O)C(C)(C)C